N[C@@H](CCN(C(OC(C)(C)C)=O)C[C@@H](CNC(=O)OC(C)(C)C)O)CO[Si](C)(C)C(C)(C)C Tert-butyl N-[(3S)-3-amino-4-[(tert-butyldimethylsilyl)oxy]butyl]-N-[(2R)-3-{[(tert-butoxy)carbonyl]amino}-2-hydroxypropyl]carbamate